FS(C1=CC=C(N[C@@H]2CC[C@H](CC2)S(=O)(=O)C2=CC=C(C=C2)C=2C=CC=3N(C2)C(=CN3)C)C=C1)(F)(F)(F)F 4-(pentafluoro-λ6-sulfanyl)-N-[trans-4-(4-{3-methylimidazo[1,2-a]pyridin-6-yl}benzenesulfonyl)cyclohexyl]aniline